FC=1N=C(N(C1C(=O)OCC)C[C@H]1OCC1)C=O Ethyl (S)-4-fluoro-2-formyl-1-(oxetan-2-ylmethyl)-1H-imidazole-5-carboxylate